N-((2S)-7-Oxabicyclo[2.2.1]heptan-2-yl)-6-((5-methyl-3-(6-methylpyridin-3-yl)isoxazol-4-yl)methoxy)pyridazin-3-carboxamid C12[C@H](CC(CC1)O2)NC(=O)C=2N=NC(=CC2)OCC=2C(=NOC2C)C=2C=NC(=CC2)C